C(C=C)SC[C@H](NS)C(=O)O S-allyl-mercaptocysteine